3-(((R)-7-((2S,4R)-2-(3-Fluorophenyl)-4-(methylamino)piperidine-1-carbonyl)-7-azaspiro[4.5]decan-10-yl)methyl)-6-phenylpyrimidin-4(3H)-one FC=1C=C(C=CC1)[C@H]1N(CC[C@H](C1)NC)C(=O)N1CC2(CCCC2)[C@@H](CC1)CN1C=NC(=CC1=O)C1=CC=CC=C1